NCC1CCNCC1 4-Aminomethyl-piperidin